(2-chloro-3'-(7-chloro-5-formylbenzo[d]oxazol-2-yl)-2'-methylbiphenyl-3-yl)-1-methyl-2-oxo-5-vinyl-1,2-dihydropyridine-3-carboxamide ClC1=C(C=CC=C1C1=C(C(N(C=C1C=C)C)=O)C(=O)N)C1=C(C(=CC=C1)C=1OC2=C(N1)C=C(C=C2Cl)C=O)C